4-(4-phenylpiperidin-1-yl)thiazol C1(=CC=CC=C1)C1CCN(CC1)C=1N=CSC1